1-(2,2-difluorocyclobutyl)-5-((2S,3R,4S,5R)-3,4-dihydroxy-5-(hydroxymethyl)tetrahydrofuran-2-yl)pyrimidine FC1(C(CC1)N1CN=CC(=C1)[C@@H]1O[C@@H]([C@H]([C@H]1O)O)CO)F